1-(2,2-Difluoroethyl)-3-(5-(2-fluoro-5-((4-oxo-3,4-dihydrophthalazin-1-yl)methyl)phenyl)-1H-benzoimidazol-2-yl)urea FC(CNC(=O)NC1=NC2=C(N1)C=CC(=C2)C2=C(C=CC(=C2)CC2=NNC(C1=CC=CC=C21)=O)F)F